FC1=C(C=CC(=N1)C(=O)NC)N1CCN(CC1)CC1=CC(=NC=C1)NC(=O)N 6-fluoro-N-methyl-5-(4-((2-ureidopyridin-4-yl)methyl)piperazin-1-yl)picolinamide